N-(5-(2-chloroacetamido)-2-fluoropyridin-3-yl)-2-(1-methyl-1H-pyrazol-4-yl)-1H-pyrrolo[2,3-b]pyridine-5-carboxamide ClCC(=O)NC=1C=C(C(=NC1)F)NC(=O)C=1C=C2C(=NC1)NC(=C2)C=2C=NN(C2)C